CNCC=1N=C(SC1)N 4-((methylamino)methyl)thiazol-2-amine